2-(4-chlorophenyl)-1H-indole ClC1=CC=C(C=C1)C=1NC2=CC=CC=C2C1